C(C)(C)C1=NOC(=N1)N1CCC(CC1)C(C)OC=1SC2=NC(=CC=C2N1)C1=CC=C(C#N)C=C1 4-(2-(1-(1-(3-isopropyl-1,2,4-oxadiazol-5-yl)piperidin-4-yl)ethoxy)thiazolo[5,4-b]pyridin-5-yl)benzonitril